1-[2-(4-hydroxy-5-methyl-2-propyl-pyrazol-3-yl)oxazol-4-yl]-6-methyl-imidazo[1,5-a]pyrazine-3-carboxamide OC1=C(N(N=C1C)CCC)C=1OC=C(N1)C=1N=C(N2C1C=NC(=C2)C)C(=O)N